FC=1C=CC(=NC1)OCC=1N=C2N(C=C(C=N2)C2=C(C=C(C#N)C=C2)OC)C1 4-[2-[(5-fluoro-2-pyridinyl)oxymethyl]imidazo[1,2-a]pyrimidin-6-yl]-3-methoxy-benzonitrile